N1C(=NC=C1)C1OCCN(C1)C1=NC=C2C(=N1)N(N=C2C=2C(=C(C(=C(C2)C(F)(F)F)F)O)F)C 3-(6-(2-(1H-Imidazol-2-yl)morpholino)-1-methyl-1H-pyrazolo[3,4-d]pyrimidin-3-yl)-2,6-difluoro-5-(trifluoromethyl)phenol